NC1=NC=CC=2N1C(=NC2CC)C2=CC=C(CNC(C1=C(C=CC(=C1)F)OC)=O)C=C2 N-(4-(5-amino-1-ethylimidazo[1,5-c]pyrimidin-3-yl)benzyl)-5-fluoro-2-methoxybenzamide